N-[(1S)-1-[2-Chloro-4-(trifluoromethyl)phenyl]ethyl]-N-methylcarbamoyl chloride ClC1=C(C=CC(=C1)C(F)(F)F)[C@H](C)N(C(=O)Cl)C